(R)-N-(1-(1-acryloylazepan-3-yl)-7-chloro-6-((tetrahydro-2H-pyran-4-yl)oxy)-1H-benzo[d]imidazol-2-yl)-2-methylisonicotinamide C(C=C)(=O)N1C[C@@H](CCCC1)N1C(=NC2=C1C(=C(C=C2)OC2CCOCC2)Cl)NC(C2=CC(=NC=C2)C)=O